p-xylylenebis(triphenylphosphonium bromide) C1=CC=C(C=C1)[P+](CC2=CC=C(C=C2)C[P+](C3=CC=CC=C3)(C4=CC=CC=C4)C5=CC=CC=C5)(C6=CC=CC=C6)C7=CC=CC=C7.[Br-].[Br-]